(E)-5-(tert-butyl)-N-(2-methyl-4-(3-(4-(4-(methylamino)but-2-enoyl)piperazin-1-yl)pyridin-4-yl)benzyl)-1,2,4-oxadiazole-3-carboxamide C(C)(C)(C)C1=NC(=NO1)C(=O)NCC1=C(C=C(C=C1)C1=C(C=NC=C1)N1CCN(CC1)C(\C=C\CNC)=O)C